FC=1C=C(C=CC1OC1=C2C(=NC=C1)NN=C2NC(CO)CC(F)(F)F)NC(=O)C=2C(N(N=CC2)C2=CC=C(C=C2)F)=O N-(3-fluoro-4-((3-((4,4,4-trifluoro-1-hydroxybutan-2-yl)amino)-1H-pyrazolo[3,4-b]pyridin-4-yl)oxy)phenyl)-2-(4-fluorophenyl)-3-oxo-2,3-dihydropyridazine-4-carboxamide